2-((6-hydroxymethylbenzo[d]thiazol-2-yl)amino)-N-(pyrrolidin-3-yl)isonicotinamide OCC1=CC2=C(N=C(S2)NC=2C=C(C(=O)NC3CNCC3)C=CN2)C=C1